ethyl-5-pyrazolate C(C)OC(=O)C1=CC=NN1